1-acetyl-5-amino-3-(((4-(piperidinylmethyl)cyclohexyl)amino)methylene)indol-2-one C(C)(=O)N1C(C(C2=CC(=CC=C12)N)=CNC1CCC(CC1)CN1CCCCC1)=O